dodecanoic acid n-propyl ester C(CC)OC(CCCCCCCCCCC)=O